O1[C@H](COCC1)CNC1=NC(N2C(C3=CC=C(C=C3CC2)C#CC2CC2)=C1)=O (S)-2-(((1,4-dioxane-2-yl)methyl)amino)-9-(cyclopropylethynyl)-6,7-dihydro-4H-pyrimido[6,1-a]isoquinolin-4-one